2-(methylthio)-7H-pyrrolo[2,3-d]pyrimidine-6-carbonitrile CSC=1N=CC2=C(N1)NC(=C2)C#N